C(CC=C)OC1=C(C(=O)NN)C=C(C(=C1)C(=O)NN)OCCOC 2-(but-3-en-1-yloxy)-5-(2-methoxyethoxy)terephthalhydrazide